3-nitro-2-(3-(3-fluorobenzyl)ureido)pyridine [N+](=O)([O-])C=1C(=NC=CC1)NC(=O)NCC1=CC(=CC=C1)F